C1(=CC=CC=C1)N1C(=CC=C1)B(O)O 1-PHENYL-1H-PYRROL-2-YLBORONIC ACID